N-(2-methoxyethyl)-3,4-methylenedioxy-amphetamine COCCNC(C)CC1=CC2=C(C=C1)OCO2